N=C1N(C2=C(N1[C@H](C(=O)N1CC(C1)C(=O)OC)CC1=CC=C(C=C1)C)C=CC=C2)CC2=CC=C(C=C2)C methyl (S)-1-(2-(2-imino-3-(4-methylbenzyl)-2,3-dihydro-1H-benzo[d]imidazol-1-yl)-3-(p-tolyl)propanoyl)azetidine-3-carboxylate